[(2R,3S,7R)-7-(6-tert-butyl-5-methyl-pyrrolo[2,3-b]pyrazin-3-yl)-3-isobutyl-azepan-2-yl]methanol C(C)(C)(C)C1=CC=2C(=NC(=CN2)[C@H]2CCC[C@H]([C@@H](N2)CO)CC(C)C)N1C